C(#C)C=1C=CC(=NC1)C1=NC=C(C=C1)C#C 5,5'-diacetylenyl-2,2'-bipyridine